pyridazin-4-carboxamide N1=NC=C(C=C1)C(=O)N